ClC1=C(OC2=NN(C=C2)C(=O)OC(C)(C)C)C=CC(=C1Cl)[N+](=O)[O-] tert-Butyl 3-(2,3-dichloro-4-nitrophenoxy)-1H-pyrazole-1-carboxylate